5-Chloro-N-(1-(3,3-dimethylbutyl)azepan-4-yl)-1-ethyl-3-(5-methylisoxazol-3-yl)-1H-pyrazole-4-carboxamide ClC1=C(C(=NN1CC)C1=NOC(=C1)C)C(=O)NC1CCN(CCC1)CCC(C)(C)C